2,2'-(ethylenedioxy)diethanethiol C(OCCS)COCCS